1-(5-fluoropyridin-2-yl)-4,6-dimethyl-2-oxopyridine-3-carboxamide FC=1C=CC(=NC1)N1C(C(=C(C=C1C)C)C(=O)N)=O